CC1=CC2=C(N=C(N=C2OC[C@H]2[C@@H](C2)C(F)(F)F)N2C[C@@H](OCC2)C=2C=NN(C2)C)N=C1C 6,7-dimethyl-2-((2S)-2-(1-methyl-1H-pyrazol-4-yl)-4-morpholinyl)-4-(((1R,2R)-2-(trifluoromethyl)cyclopropyl)methoxy)pyrido[2,3-d]pyrimidine